COC1=CC=C(C=C1)C1=CC(=NC(N1)=O)C1=CC=C(C=C1)CNCCCCC 6-(4-methoxyphenyl)-4-{4-[(pentylamino)methyl]phenyl}-1,2-dihydropyrimidin-2-one